S1N=NC2=C1C(=CC=C2)N2N=CC(=C2C(F)(F)F)C(=O)NC2=C(C=C(C(=C2)Cl)N2N=CC=N2)F 1-(Benzo[d][1,2,3]thiadiazol-7-yl)-N-(5-chloro-2-fluoro-4-(2H-1,2,3-triazol-2-yl)phenyl)-5-(trifluoromethyl)-1H-pyrazol-4-carboxamid